C1(=CC=CC=C1)N1C(=NC2=C1C=CC=C2)C2=CC=C(C=C2)Cl 1-phenyl-2-(4-chlorophenyl)benzimidazole